COC1=NC=C(C=C1C1CN(CC1)C(=O)OC(C)(C)C)B1OC(C(O1)(C)C)(C)C tert-butyl 3-(2-methoxy-5-(4,4,5,5-tetramethyl-1,3,2-dioxaborolan-2-yl)pyridin-3-yl)pyrrolidine-1-carboxylate